CC1=NC=NC=C1C1CN(C1)C(=O)[C@@H]1CC[C@H]2N1C([C@H](CCC2)NC(=O)C2=CC1=C(S2)C=CC(=C1)CP(O)(O)=O)=O ((2-(((3S,6S,9aS)-3-(3-(4-methylpyrimidin-5-yl)azetidine-1-carbonyl)-5-oxooctahydro-1H-pyrrolo[1,2-a]azepin-6-yl)carbamoyl)benzo[b]thiophen-5-yl)methyl)phosphonic acid